COC(=O)C1=C(C2=C(C=CO2)C(=C1)N(C(=O)OC(C)(C)C)C(=O)OC(C)(C)C)CBr 4-(bis(tert-butyloxycarbonyl)amino)-7-(bromomethyl)benzofuran-6-carboxylic acid methyl ester